[Ca+2].[Na+].[Na+].C(N(CC(=O)[O-])CC(=O)[O-])CN(CC(=O)[O-])CC(=O)[O-] Edetate disodium calcium